C(C1=CC=CC=C1)OC(=O)N1CCN(CC1)C1CCC(CC1)O 4-(4-hydroxycyclohexyl)piperazine-1-carboxylic acid benzyl ester